N-(2-fluoro-5-(trifluoromethoxy)benzyl)-2-Trideuteromethylnicotinamide FC1=C(CNC(C2=C(N=CC=C2)C([2H])([2H])[2H])=O)C=C(C=C1)OC(F)(F)F